[C@H]12CN(C[C@H](CC1)N2)C=2C1=C(N=C(N2)OC([2H])([2H])[C@H]2N(CCC2)C)C(N(C=C1)C1=CC(=CC2=CC=C(C(=C12)CC)F)O)=O 4-((1R,5S)-3,8-Diazabicyclo[3.2.1]octan-3-yl)-7-(8-ethyl-7-fluoro-3-hydroxynaphthalen-1-yl)-2-(((S)-1-methylpyrrolidin-2-yl)methoxy-d2)pyrido[3,4-d]pyrimidin-8(7H)-one